3-(3-((7-chloro-1-methyl-6-(pyrazolo[1,5-a]pyrazin-3-yloxy)-1H-imidazo[4,5-b]pyridin-2-yl)amino)-5-cyclopropyl-2-oxopyridin-1(2H)-yl)cyclobutane-1-carbonitrile ClC1=C2C(=NC=C1OC=1C=NN3C1C=NC=C3)N=C(N2C)NC=2C(N(C=C(C2)C2CC2)C2CC(C2)C#N)=O